2-(1-(4-((4-((1-(2-hydroxyethyl)piperidin-4-yl)oxy)phenyl)amino)-5-oxo-5,6-dihydropyrimido[4,5-d]pyridazin-2-yl)piperidin-4-yl)acetonitrile OCCN1CCC(CC1)OC1=CC=C(C=C1)NC1=NC(=NC=2C=NNC(C21)=O)N2CCC(CC2)CC#N